3-[3-(2-ethylpyrazol-3-yl)-5-(8-methyl-3,8-diazabicyclo[3.2.1]oct-3-yl)pyrazolo[1,5-a]pyrimidin-2-yl]benzonitrile C(C)N1N=CC=C1C=1C(=NN2C1N=C(C=C2)N2CC1CCC(C2)N1C)C=1C=C(C#N)C=CC1